azetidin-1-yl{8-[(2,6-dimethylbenzyl)Amino]-2,3-dimethylimidazo[1,2-a]pyridin-6-yl}methanone citrate salt C(CC(O)(C(=O)O)CC(=O)O)(=O)O.N1(CCC1)C(=O)C=1C=C(C=2N(C1)C(=C(N2)C)C)NCC2=C(C=CC=C2C)C